CC(CC(=O)OC[C@H]1O[C@H]([C@]([C@@H]1OC(CC1=CC=CC=C1)=O)(C)F)N1C2=NC(=NC(=C2N=C1)NC)N)C ((2R,3R,4R,5R)-5-(2-amino-6-(methylamino)-9H-purin-9-yl)-4-fluoro-4-methyl-3-(2-phenylacetoxy)tetrahydrofuran-2-yl)methyl 3-methylbutanoate